(S)-5-((8-Fluoro-6-(4,4,5,5-tetramethyl-1,3,2-dioxaborolan-2-yl)-3,4-dihydroisoquinolin-2(1H)-yl)methyl)pyrrolidin-2-one FC=1C=C(C=C2CCN(CC12)C[C@@H]1CCC(N1)=O)B1OC(C(O1)(C)C)(C)C